5-[6-(2,6-Dimethyl-phenyl)-8-(5-hydroxy-pentyl)-7-oxo-5,6,7,8-tetrahydro-pyrimido[4,5-d]pyrimidin-2-ylamino]2-(4-methyl-piperazin-1-yl)-benzoic acid methyl ester COC(C1=C(C=CC(=C1)NC=1N=CC2=C(N(C(N(C2)C2=C(C=CC=C2C)C)=O)CCCCCO)N1)N1CCN(CC1)C)=O